(3-aminopropyl)-4,5,6,7-tetrahydropyrazolo[4,3-c]Pyridine-3-carboxylic acid ethyl ester C(C)OC(=O)C1=NNC2=C1C(NCC2)CCCN